3-Methoxy-2,5-di(propan-2-yl)phenol COC=1C(=C(C=C(C1)C(C)C)O)C(C)C